NCCC1CCN(CC1)C([C@H](CC1CC1)N1C([C@@H](NCC1)CC1CC1)=O)=O (S)-1-{(S)-2-[4-(2-Aminoethyl)-1-piperidyl]-1-(cyclopropylmethyl)-2-oxoethyl}-3-(cyclopropylmethyl)-2-piperazinone